[4-(5-chlorooxazolo[4,5-b]pyridin-2-yl)piperazin-1-yl]-[4-[1-(2-methoxy-2-methylpropyl)triazol-4-yl]phenyl]methanone ClC1=CC=C2C(=N1)N=C(O2)N2CCN(CC2)C(=O)C2=CC=C(C=C2)C=2N=NN(C2)CC(C)(C)OC